1-trimethoxysilyl-2-bis(diethylamino)methylsilylethylene CO[Si](C=C[SiH2]C(N(CC)CC)N(CC)CC)(OC)OC